OC1=CC=C(C=C1)C1COC2=C(C(=CC=C2C1C1=CC=C(C=C1)O)O)C 1-cis-3-(4-hydroxyphenyl)-4-(4-hydroxyphenyl)-8-methylchroman-7-ol